3-(2-(((Tert-Butyldimethylsilyl)oxy)ethoxy)-6-chloropyridin-4-yl)-4-methylaniline [Si](C)(C)(C(C)(C)C)OCCOC1=NC(=CC(=C1)C=1C=C(N)C=CC1C)Cl